N-[4-({[7-(3,6-dihydro-2H-pyran-4-yl)-4-methoxy-[1,3]thiazolo[4,5-c]pyridin-2-yl]carbamoyl}amino)-2-methylphenyl]acetamide O1CCC(=CC1)C=1C2=C(C(=NC1)OC)N=C(S2)NC(=O)NC2=CC(=C(C=C2)NC(C)=O)C